COC1=CC=C(C=C1)C(C)(C)C=1N=C(SC1)NC(NCC=1C=CC(=NC1)C(=O)NC1CCN(CC1)C)=O 5-((3-(4-(2-(4-methoxy-phenyl)propan-2-yl)thiazol-2-yl)ureido)methyl)-N-(1-methylpiperidin-4-yl)picolinamide